3-(5,7-dimethyl-1-oxo-2-(pyridin-2-yl)-1H-pyrrolo[3,4-d]pyridazin-6(2H)-yl)benzonitrile CC=1N(C(=C2C(N(N=CC21)C2=NC=CC=C2)=O)C)C=2C=C(C#N)C=CC2